[Mg].O water magnesium